O=C1C=2NC(=NC2N2C(N1CCC)=NC=C2)C=2C=NN(C2)CC=2C=C(C(=O)O)C=CC2 3-[[4-(4-oxo-5-propyl-3H-imidazo[2,1-b]purin-2-yl)pyrazol-1-yl]methyl]benzoic acid